4-ethyl-2-fluorobenzaldehyde C(C)C1=CC(=C(C=O)C=C1)F